(Z)-N-(3,4-DIMETHOXYPHENYL)-2-((4-(N'-HYDROXYCARBAMIMIDOYL)-1H-IMIDAZOL-2-YL)THIO)ACETAMIDE COC=1C=C(C=CC1OC)NC(CSC=1NC=C(N1)/C(/N)=N/O)=O